1,5-Diazabicyclo[3.1.0]hexane N12CCCN2C1